BrC1=CC=C(C=2SCCC21)C 4-bromo-7-methyl-2,3-dihydrobenzo[b]thiophene